BrC=1C=C2C(=C(C=NC2=CC1)[N+](=O)[O-])NC1=CC(=C(C=C1)N1CCC(CC1)CO)C(F)(F)F (1-(4-((6-bromo-3-nitroquinolin-4-yl)amino)-2-(trifluoromethyl)phenyl)piperidin-4-yl)methanol